[Cl-].[Nd+].C(C)C=1C(C2=C(C=CC=C2C1)C1=CC=CC=C1)N(S(=O)(=O)C1=CC=C(C)C=C1)C1C(=CC2=CC=CC(=C12)C1=CC=CC=C1)CC N,N-bis(2-ethyl-7-phenyl-1H-indenyl)p-toluenesulfonamide neodymium monochloride